3,5-bis(4-tert-butylphenyl)-4-phenyl-4H-1,2,4-Triazole C(C)(C)(C)C1=CC=C(C=C1)C1=NN=C(N1C1=CC=CC=C1)C1=CC=C(C=C1)C(C)(C)C